4-(trans-4-pentylcyclohexyl)benzamide C(CCCC)[C@@H]1CC[C@H](CC1)C1=CC=C(C(=O)N)C=C1